OC=1C=C(C=NC1)C1=CC=C(C#N)C=C1 4-(5-hydroxypyridin-3-yl)benzonitrile